C1(=CC=C(C=C1)C#CC(C(F)(F)F)=O)C 4-(p-tolyl)-1,1,1-trifluoro-3-butyn-2-one